2-benzyl-2-((6-(4-fluoro-6-methyl-1H-benzo[d][1,2,3]triazol-1-yl)-1H-indazol-3-yl)methoxy)malonic acid C(C1=CC=CC=C1)C(C(=O)O)(C(=O)O)OCC1=NNC2=CC(=CC=C12)N1N=NC2=C1C=C(C=C2F)C